OCC1(CCN(CC1)C1=CC(=NC=C1C#CC=1C=NN(C1)C(F)(F)F)NC1=NC(=NC=C1)C=1C(=NN(C1)S(=O)(=O)N(C)C)C)C 4-(4-((4-(4-(Hydroxymethyl)-4-methylpiperidin-1-yl)-5-((1-(trifluoromethyl)-1H-pyrazol-4-yl)ethynyl)pyridin-2-yl)amino)pyrimidin-2-yl)-N,N,3-trimethyl-1H-pyrazole-1-sulfonamide